(S)-3-(benzo[d][1,3]dioxol-4-yloxy)-N-methyl-3-(thiophen-2-yl)propan-1-amine O1COC2=C1C=CC=C2O[C@@H](CCNC)C=2SC=CC2